ClC=1SC=C(C1N1C(N(C2=NC(=NC=C2C1)NC1=CC=C(C=C1)C1CC(N(C(C1)C)C)C)C1=NC=C(C=C1)OC)=O)CF 3-(2-chloro-4-(fluoromethyl)thiophen-3-yl)-1-(5-methoxypyridin-2-yl)-7-(4-(1,2,6-trimethylpiperidin-4-yl)phenylamino)-3,4-dihydropyrimido[4,5-d]pyrimidin-2(1H)-one